C(#N)C=1C(=NC(=NC1)NC1=C(C=C(C=C1C)N1CCN(CC1)CC)NC(C=C)=O)NC1=CC=CC=C1 N-(2-((5-cyano-4-(phenylamino)pyrimidin-2-yl)amino)-5-(4-ethylpiperazin-1-yl)-3-methylphenyl)acrylamide